C1(=CC(=CC=C1)C1=NC(=NC(=N1)C1=CC=C(C=C1)C1=CC(=CC2=CC=CC=C12)Cl)C1=CC=CC=C1)C1=CC=CC=C1 2-([1,1'-biphenyl]-3-yl)-4-(4-(3-chloronaphthalen-1-yl)phenyl)-6-phenyl-1,3,5-triazine